(2R,3S,5R)-5-(6-amino-2-fluoro-9H-purin-9-yl)-2-ethynyl-2-((hexanoyloxy)methyl)tetra-hydrofuran-3-yl hexanoate C(CCCCC)(=O)O[C@@H]1[C@](O[C@H](C1)N1C2=NC(=NC(=C2N=C1)N)F)(COC(CCCCC)=O)C#C